C(CC=C)N(C1=NC=CC(=N1)N)CC1=CC=C(C=C1)OC N2-(but-3-en-1-yl)-N2-(4-methoxybenzyl)pyrimidine-2,4-diamine